COC(=O)C1=CC2=C(CN([C@H](CO2)C2=C(C=CC=C2)C)C(=O)C2CCOCC2)C=C1 (S)-4-(tetrahydro-2H-pyran-4-carbonyl)-3-(o-tolyl)-2,3,4,5-tetrahydrobenzo[f][1,4]oxazepine-8-carboxylic acid methyl ester